COC(=O)C1=C(C=C(C=C1)B(O)O)[N+](=O)[O-] 4-METHOXYCARBONYL-3-NITROPHENYLBORONIC ACID